C1NCC12CC(C2)N2CCN(CC2)C2=C(C=C(NC1C(NC(CC1)=O)=O)C=C2)F 3-[4-[4-(2-azaspiro[3.3]heptan-6-yl)piperazin-1-yl]-3-fluoro-anilino]piperidine-2,6-dione